OC1(C(C(=O)NC(C)C)C=CC=N1)C1=CC(=CC=C1)NC(C(C1=CC=CC=C1)C(F)(F)F)=O 2-hydroxy-2-(3-(trifluoromethyl-(phenyl)acetamido)phenyl)-N-isopropylnicotinamide